3-(tert-butoxycarbonylamino)-4-hydroxy-piperidine-1-carboxylic acid benzyl ester C(C1=CC=CC=C1)OC(=O)N1CC(C(CC1)O)NC(=O)OC(C)(C)C